cyclohexylcyclohexanecarboxylic acid, cyclohexylphenyl ester C1(CCCCC1)C1(CCCCC1)C(=O)OC1=C(C=CC=C1)C1CCCCC1